FC=1C=C(C(=O)NC)C=CC1OC[C@H](C)O 3-fluoro-4-[(2S)-2-hydroxypropoxy]-N-methylbenzamide